CN=[SH2]=O N-methyl-sulfoximine